2-(((3R,4S)-4-(3-chloro-4-fluorophenoxy)-3-hydroxy-3-(hydroxymethyl)pyrrolidin-1-yl)sulfonyl)-5-(trifluoromethyl)benzonitrile ClC=1C=C(O[C@@H]2[C@@](CN(C2)S(=O)(=O)C2=C(C#N)C=C(C=C2)C(F)(F)F)(CO)O)C=CC1F